(2-fluorophenyl)-D-alaninamide dihydrochloride Cl.Cl.FC1=C(C=CC=C1)N[C@H](C)C(=O)N